N1(C=NC=C1)C(=O)C1=C(C(=O)O)C=CC=C1 2-(1H-IMIDAZOLE-1-CARBONYL)BENZOIC ACID